1-(tert-Butoxycarbonyl)-3-(3-chloropyrazin-2-yl)azetidine-3-carboxylic acid C(C)(C)(C)OC(=O)N1CC(C1)(C(=O)O)C1=NC=CN=C1Cl